bis(hydroxyethyl) terephthalate C(C1=CC=C(C(=O)OCCO)C=C1)(=O)OCCO